NC1=NC(=NC(=C1)C)NCCCC(F)(F)C1CCN(CC1)C1=C(C(=O)OC)C=CC(=C1)[N+](=O)[O-] methyl 2-(4-(4-((4-amino-6-methylpyrimidin-2-yl)amino)-1,1-difluorobutyl)piperidin-1-yl)-4-nitrobenzoate